2,6-di-t-butylphenoxymethyl-aluminum chloride C(C)(C)(C)C1=C(OC[Al](Cl)Cl)C(=CC=C1)C(C)(C)C